5-[[3-(2,2-difluoroethoxy)-5-fluoro-2-pyridyl]oxy]-N-[(1S,2R)-3,3-difluoro-2-hydroxy-cyclohexyl]-3-methyl-imidazo[4,5-b]pyridine-2-carboxamide FC(COC=1C(=NC=C(C1)F)OC1=CC=C2C(=N1)N(C(=N2)C(=O)N[C@@H]2[C@H](C(CCC2)(F)F)O)C)F